(±)-2-(2-(3'-(Aminomethyl)-[1,1'-biphenyl]-3-yl)-4-methyl-3,4-dihydro-2H-benzo[b][1,4]oxazin-8-yl)acetic acid NCC=1C=C(C=CC1)C1=CC(=CC=C1)[C@@H]1CN(C2=C(O1)C(=CC=C2)CC(=O)O)C |r|